SCCCS(=O)(=O)[O-] 3-mercaptopropyl-sulfonate